(1S,3S)-3-((R)-7-(4-bromo-3-(trifluoromethyl)benzoyl)-2-mercapto-6-methyl-4-oxo-5,6,7,8-tetrahydropyrido[3,4-d]pyrimidin-3(4H)-yl)-N-methylcyclopentanecarboxamide BrC1=C(C=C(C(=O)N2CC=3N=C(N(C(C3C[C@H]2C)=O)[C@@H]2C[C@H](CC2)C(=O)NC)S)C=C1)C(F)(F)F